5-fluoro-3,4-dimethoxybenzaldehyde FC=1C(=C(C=C(C=O)C1)OC)OC